CC1(CCN(CC1)C1=NC=2C(=NC=C(N2)SC2=NC(=CC=C2)C(F)(F)F)N1)N 4-methyl-1-(5-((6-(trifluoromethyl)pyridin-2-yl)thio)-1H-imidazo[4,5-b]pyrazin-2-yl)piperidin-4-amine